1-(5-((4-(6-fluoro-1-methyl-1H-indol-3-yl)-3,6-dihydropyridin-1(2H)-yl)methyl)-1-oxoisoindolin-2-yl)dihydropyrimidine-2,4(1H,3H)-dione FC1=CC=C2C(=CN(C2=C1)C)C=1CCN(CC1)CC=1C=C2CN(C(C2=CC1)=O)N1C(NC(CC1)=O)=O